3-[(2-chloro-6-fluorophenyl)methyl]-4-(2-methylpropyl)-4,5-dihydro-1,2,4-oxadiazol-5-one ClC1=C(C(=CC=C1)F)CC1=NOC(N1CC(C)C)=O